NC1=NN2C(N=C(C=C2)C=2C=C3CN(C(C3=C(C2)OC(F)(F)F)=O)[C@@H](C)C2CC2)=C1C(=O)N[C@@H]1CC[C@H](CC1)N 2-amino-5-{2-[(1S)-1-cyclopropylethyl]-1-oxo-7-(trifluoromethoxy)-2,3-dihydro-1H-isoindol-5-yl}-N-[trans-4-aminocyclohexyl]pyrazolo[1,5-a]pyrimidine-3-carboxamide